5-[(2-Aminoethyl)amino]-N2-(10,12-dimethyl-1-oxotetradecyl)-4-hydroxy-L-ornithine NCCNC(C(C[C@H](NC(CCCCCCCCC(CC(CC)C)C)=O)C(=O)O)O)N